N1N=NC(=C1)C1=C(OC=C1)CN(C)C N-((3-(1,2,3-triazol-4-yl)furan-2-yl)methyl)-N-methylmethan-1-amine